N-(1-(2,6-dichlorophenyl-methyl)-1H-pyrazol-4-yl)-5-(furan-2-yl)isoxazole-3-carboxamide ClC1=C(C(=CC=C1)Cl)CN1N=CC(=C1)NC(=O)C1=NOC(=C1)C=1OC=CC1